(2S)-pyrrolidine N1CCCC1